3-(1-oxo-5-(1-(2-(piperazin-1-yl)ethyl)piperidin-4-yl)isoindolin-2-yl)piperidine-2,6-dione O=C1N(CC2=CC(=CC=C12)C1CCN(CC1)CCN1CCNCC1)C1C(NC(CC1)=O)=O